C(C)(C)(C)C=1C=C(C=C(C1)C(C)(C)C)B(O)O 3,5-di(tert-butyl)phenylboronic acid